ClC=1C(=C(C(=CC1)N1N=CN=N1)C=CC(=O)NC(C(=O)NC1=CC=C(C(=O)O)C=C1)C1=CC=CC=C1)F 4-(2-(3-(3-chloro-2-fluoro-6-(2H-tetrazol-2-yl)phenyl)acrylamido)-2-phenylacetylamino)benzoic acid